(3S)-3-{[N-(4-methoxy-1-benzothiophene-2-carbonyl)-L-leucyl]amino}-2-oxo-4-[(3S)-2-oxopiperidin-3-yl]butyl 2-cyano-2-methylpropanoate C(#N)C(C(=O)OCC([C@H](C[C@H]1C(NCCC1)=O)NC([C@@H](NC(=O)C=1SC2=C(C1)C(=CC=C2)OC)CC(C)C)=O)=O)(C)C